C(C)C1CCC=2C1=NC1=C(C2NC(=O)N=S(=O)(N)C=2SC(=CC2F)C(C)(C)O)CCC1 N'-((3-ethyl-1,2,3,5,6,7-hexahydrodicyclopenta[b,e]pyridin-8-yl)carbamoyl)-3-fluoro-5-(2-hydroxypropan-2-yl)thiophene-2-sulfonimidamide